(2S,4r)-1-[(2S)-2-(4-cyclopropyl-triazol-1-yl)-3,3-dimethyl-butyryl]-4-hydroxy-N-[(1-methylbenzimidazol-2-yl)-phenyl-methyl]pyrrolidine-2-carboxamide C1(CC1)C=1N=NN(C1)[C@H](C(=O)N1[C@@H](C[C@H](C1)O)C(=O)NC(C1=CC=CC=C1)C1=NC2=C(N1C)C=CC=C2)C(C)(C)C